N-(3-Methoxy-1,2,4-thiadiazol-5-yl)-6-(methyl(7H-pyrrolo[2,3-d]pyrimidin-4-yl)amino)-2-azaspiro[3.3]heptan-2-carboxamid COC1=NSC(=N1)NC(=O)N1CC2(C1)CC(C2)N(C=2C1=C(N=CN2)NC=C1)C